1-(1-(2-(2-methoxyethoxy)ethoxy)prop-1-en-2-yl)-4-(3-(2-(2-methoxyethoxy)ethoxy)prop-1-en-2-yl)benzene COCCOCCOC=C(C)C1=CC=C(C=C1)C(=C)COCCOCCOC